tert-butyl 4-{2-[4-(4-fluorophenyl)-2-(propan-2-yl)-1H-imidazol-1-yl]acetyl}piperazine-1-carboxylate FC1=CC=C(C=C1)C=1N=C(N(C1)CC(=O)N1CCN(CC1)C(=O)OC(C)(C)C)C(C)C